3-(3-Amino-3-methylbut-1-yn-1-yl)-4-chloropyridin-2-amine NC(C#CC=1C(=NC=CC1Cl)N)(C)C